(S)-(6-(3-methyl-1H-pyrrolo[2,3-b]pyridin-5-yl)-8-(pyrrolidin-2-yl)-3,4-dihydroisoquinolin-2(1H)-yl)(morpholino)methanone CC1=CNC2=NC=C(C=C21)C=2C=C1CCN(CC1=C(C2)[C@H]2NCCC2)C(=O)N2CCOCC2